ClC1=NC=C(C=C1C(=O)N(CCO)CC1=C(C=C(C=C1)OC)OC)[N+](=O)[O-] 2-chloro-N-(2,4-dimethoxybenzyl)N-(2-hydroxyethyl)-5-nitropyridine-3-carboxamide